(cyclopropanecarbonylamino)-4-[(3-ethyl-4-methoxy-benzotriazol-5-yl)amino]pyridine-3-carboxylic acid methyl ester COC(=O)C=1C(=NC=CC1NC1=C(C2=C(N=NN2CC)C=C1)OC)NC(=O)C1CC1